C(C)(=O)NC1=C(C=CC(=C1)N)N(C(CCN(C)C)=O)C N-(2-acetamido-4-aminophenyl)-3-(dimethylamino)-N-methylpropanamide